Tert-butyl (2R,4S)-4-(3-bromo-4-cyano-5-[[2-(morpholin-4-yl)ethyl]amino]pyrazol-1-yl)-2-(methoxymethyl)pyrrolidine-1-carboxylate BrC1=NN(C(=C1C#N)NCCN1CCOCC1)[C@H]1C[C@@H](N(C1)C(=O)OC(C)(C)C)COC